Butyl N-[2-amino-5-[5-chloro-3-[1-[(3,3-difluorocyclobutyl)methyl]pyrazol-4-yl]quinoxalin-6-yl]oxy-phenyl]-N-tert-butoxycarbonyl-carbamate NC1=C(C=C(C=C1)OC=1C(=C2N=C(C=NC2=CC1)C=1C=NN(C1)CC1CC(C1)(F)F)Cl)N(C(OCCCC)=O)C(=O)OC(C)(C)C